Dimethylpiperidine hydrochloride Cl.CC1(CCNCC1)C